N-(4-cyano-2,5-difluorophenyl)-5-cyclobutyl-1H-pyrrole-3-sulfonamide C(#N)C1=CC(=C(C=C1F)NS(=O)(=O)C1=CNC(=C1)C1CCC1)F